C(CCCCCCCCCCC)S(=O)(=O)OC1=C(C=CC=C1)NC(=O)NC1=C(C=CC=C1)OS(=O)(=O)CCCCCCCCCCCC N,N'-di-[2-(dodecanesulfonyloxy)phenyl]urea